FS(C1=CC=C(OC2=NC=CC=C2C=2C=C3C(=NC2)NN=N3)C=C1)(F)(F)(F)F 6-(2-(4-(Pentafluoro-λ6-sulfaneyl)phenoxy)pyridin-3-yl)-3H-[1,2,3]triazolo[4,5-b]pyridine